(R)-N-((S)-hept-1-en-3-yl)-2-(pyridin-3-ylmethyl)but-3-enamide C=C[C@H](CCCC)NC([C@@H](C=C)CC=1C=NC=CC1)=O